CN(CCC[Si](O)(O)O)C 1-(3-dimethylaminopropyl)silanetriol